N-(4-(2-Hydroxypropan-2-yl)thiazol-2-yl)cyclopropanesulfonamide OC(C)(C)C=1N=C(SC1)NS(=O)(=O)C1CC1